NC1=NC2=CC=C(C=C2C=C1C)C(=O)N(CC1=NC=C(C=C1)C(F)(F)F)CC1=CC(=C(C=C1)O)F 2-amino-N-[(3-fluoro-4-hydroxyphenyl)methyl]-3-methyl-N-[[5-(trifluoromethyl)-2-pyridyl]methyl]quinoline-6-carboxamide